2-((5-((S)-2-((S)-2-(2-azidoacetamido)propanamido)propanamido)-2-((((4-nitrophenoxy)carbonyl)oxy)methyl)benzyl)(methyl)amino)-2-oxoethyl (2-(trimethylammonio)ethyl) phosphate P(=O)(OCC(=O)N(C)CC1=C(C=CC(=C1)NC([C@H](C)NC([C@H](C)NC(CN=[N+]=[N-])=O)=O)=O)COC(=O)OC1=CC=C(C=C1)[N+](=O)[O-])(OCC[N+](C)(C)C)[O-]